OC1(CN(C1)C(=O)[C@@H]1CC[C@H]2N1C([C@H](CCC2)NC(=O)C2=CC1=C(S2)C=CC=C1)=O)C1=NC=CC=C1 2-(((3S,6S,9aS)-3-(3-hydroxy-3-(pyridin-2-yl)azetidine-1-carbonyl)-5-oxooctahydro-1H-pyrrolo[1,2-a]azepin-6-yl)carbamoyl)benzo[b]thiophen